5'-(2-(4,4,5,5-tetramethyl-1,3,2-dioxaborolan-2-yl)phenyl)spiro[cyclohexane-1,9'-fluorene]-2'-carbonitrile CC1(OB(OC1(C)C)C1=C(C=CC=C1)C1=C2C=3C=CC(=CC3C3(C2=CC=C1)CCCCC3)C#N)C